C(C)OC=1C(=CC2=CN(N=C2C1)C)C(=O)NC1=CC=C(N=N1)C=1CCN(CC1)C(=O)OC(C)(C)C tert-butyl 4-(6-(6-ethoxy-2-methyl-2H-indazole-5-carboxamido)pyridazin-3-yl)-3,6-dihydropyridine-1(2H)-carboxylat